P(=O)(OC(CCCCC)CC)(OC(CCCCC)CC)OC(CCCCC)CC tri-(ethyl hexyl) phosphate